CN1N(CC=C1)CN(CC1=CC=C(C=C1)CNCC1=NC=CC=C1)C1CCCCC=2C1=NC=CC2 N-(1-methylpyrazol-2-ylmethyl)-N'-(2-pyridylmethyl)-N-(6,7,8,9-tetrahydro-5H-cyclohepta[b]pyridin-9-yl)-1,4-xylylenediamine